tert-Butyl 3-(2-(2-(ethoxycarbonyl)-2H-azirin-3-yl)ethyl)-1H-indole-1-carboxylate C(C)OC(=O)C1N=C1CCC1=CN(C2=CC=CC=C12)C(=O)OC(C)(C)C